5-(1-(2,2-Difluoroethyl)-4-fluoro-2-methyl-1H-benzo[d]imidazol-6-yl)-N-((3R,4R)-3-fluoro-1-(oxetan-3-yl)piperidin-4-yl)-4-methoxypyrrolo[2,1-f][1,2,4]triazin-2-amine FC(CN1C(=NC2=C1C=C(C=C2F)C=2C=CN1N=C(N=C(C12)OC)N[C@H]1[C@@H](CN(CC1)C1COC1)F)C)F